3-((3-methoxy-3-oxoprop-1-en-2-yl)amino)-3-oxoprop-1-en COC(C(=C)NC(C=C)=O)=O